diethyl (1-diazo-2-oxopropyl)phosphonate [N+](=[N-])=C(C(C)=O)P(OCC)(OCC)=O